ClC1=CC=C(C(=N1)C(=O)NS(=O)(=O)C)N[C@H](C)C=1C=C(C=C2C(C(=C(OC12)C1=CC(=CC(=C1)F)C#N)C)=O)C 6-Chloro-3-[[(1R)-1-[2-(3-cyano-5-fluoro-phenyl)-3,6-dimethyl-4-oxo-chromen-8-yl]ethyl]amino]-N-methylsulfonyl-pyridine-2-carboxamide